acetaldehyde-13C [13CH](C)=O